(S)-N-(2-((5-chloro-2-((9-methoxy-3-(tetrahydro-2H-pyran-4-yl)-1,2,3,4,4a,5-hexahydrobenzo[b]pyrazino[1,2-d][1,4]oxazin-8-yl)amino)pyrimidin-4-yl)amino)phenyl)methanesulfonamide ClC=1C(=NC(=NC1)NC=1C(=CC2=C(OC[C@H]3N2CCN(C3)C3CCOCC3)C1)OC)NC1=C(C=CC=C1)NS(=O)(=O)C